C12CN(CC(CC1)N2)CCN2C(N(CC1=CC=CC=C21)C)=O 1-(2-(3,8-Diazabicyclo[3.2.1]octan-3-yl)ethyl)-3-methyl-3,4-dihydroquinazolin-2(1H)-one